C[C@H]1N(CCOC1)C1=CC(=C2C(=N1)C(=NS2)C2=CC=NN2)C2(CCCC2)C(=O)O {5-[(3R)-3-methylmorpholin-4-yl]-3-(1H-pyrazol-5-yl)-[1,2]thiazolo[4,5-b]pyridin-7-yl}cyclopentane-1-carboxylic acid